[NH4+].[NH4+].C(C)N1CSC2=C1C=CC(=C2)S(=O)(=O)[O-].C(C)N2CSC1=C2C=CC(=C1)S(=O)(=O)[O-] 3-ethylbenzothiazoline-6-sulfonic acid, diammonium salt